2-(benzo[d]thiazol-2-yl)phenol S1C(=NC2=C1C=CC=C2)C2=C(C=CC=C2)O